CN(CCCC1=CC=CC=C1)C2=NC(=C(S2)C=O)Cl 4-CHLORO-2-[(N-METHYL-N'-3-PHENYLPROPYL)AMINO]-5-THIAZOLECARBOXALDEHYDE